ClC1=C(NC2=NOC3=C2C=C(C=C3)Cl)C=CC=C1C1=CC=CC=C1 3-(2-chloro-3-phenylanilino)-5-chlorobenzoisooxazol